C(#N)C1=C(N(N=C1C1=CC(=C(C(=C1)F)CC(=O)NC1=CC(=NO1)CC(C)(C)C)F)C(C)C)NC(OC(C)(C)C)=O tert-Butyl N-[4-cyano-5-[4-[2-[[3-(2,2-dimethylpropyl) isoxazol-5-yl]amino]-2-oxo-ethyl]-3,5-difluoro-phenyl]-2-isopropyl-pyrazol-3-yl]carbamate